The molecule is a 4-oxo monocarboxylic acid that is butyric acid bearing oxo and 5-ethyl-2-thienyl groups at position 4. It has a role as a hapten. It is a member of thiophenes and a 4-oxo monocarboxylic acid. It derives from a butyric acid. CCC1=CC=C(S1)C(=O)CCC(=O)O